CC1CC(N(CC1)C1=CC=C(C=N1)C=1C=C2C(N(C=NC2=CC1)CCC)=O)=O 6-(6-(4-Methyl-2-oxopiperidin-1-yl)pyridin-3-yl)-3-propylquinazolin-4(3H)-one